(4-(4-(piperidin-4-yl)butyl)piperazin-1-yl)methanone N1CCC(CC1)CCCCN1CCN(CC1)C=O